6-Bromo-2,10-dimethylimidazo[1,5-h][1,7]naphthyridin-4-ol BrC1=CC=2C(=CC(=NC2C=2N1C=NC2C)C)O